S(=O)(=O)([O-])OOS(=O)(=O)[O-].C[N+](C)(C)C.C[N+](C)(C)C Tetramethyl-ammonium persulfate